FC(C(CCO)(O)C(F)(F)F)(F)F 4,4,4-trifluoro-3-(trifluoromethyl)-1,3-butanediol